BOCbutyric acid C(=O)(OC(C)(C)C)C(C(=O)O)CC